3-Chloro-7-(2-((3aR,3bR,4aS,5R,5aS)-2,2-dimethyl-5-(7H-pyrrolo[2,3-d]pyrimidin-7-yl)tetrahydrocyclopropa[3,4]cyclopenta[1,2-d][1,3]dioxol-3b(3aH)-yl)ethyl)-5-fluoroquinolin-2-amine ClC=1C(=NC2=CC(=CC(=C2C1)F)CC[C@@]12[C@@H]([C@H]([C@@H]3OC(O[C@@H]31)(C)C)N3C=CC1=C3N=CN=C1)C2)N